2-(Trimethylsilyl)ethyl (3R,4R)-3-[({(1R)-1-[1-benzyl-4-(2,5-difluorophenyl)-1H-pyrrol-2-yl]-2,2-dimethylpropyl}amino)methyl]-4-fluoropyrrolidine-1-carboxylate trifluoroacetate FC(C(=O)O)(F)F.C(C1=CC=CC=C1)N1C(=CC(=C1)C1=C(C=CC(=C1)F)F)[C@@H](C(C)(C)C)NC[C@@H]1CN(C[C@@H]1F)C(=O)OCC[Si](C)(C)C